C(C)(C)(C)OC([C@@H](NC(CN1CC(N(CC1)C1CC1)=O)=O)C)=O (2-(4-cyclopropyl-3-oxopiperazin-1-yl)acetyl)-L-alanine tert-butyl ester